NC1=C(SC(=C1)C1=CC(=CC=C1)Br)C(=O)N[C@H]1CN(CCC1)C(=O)OC(C)(C)C tert-butyl (R)-3-(3-amino-5-(3-bromophenyl)thiophene-2-carboxamido)piperidine-1-carboxylate